potassium aminocaproate, potassium salt [K+].NC(C(=O)[O-])CCCC.[K+].NC(C(=O)[O-])CCCC